(methylsulfonyl)-1H-pyrrole-3-carboxamide CS(=O)(=O)N1C=C(C=C1)C(=O)N